COC(=O)C=1C=C2C=CNC2=CC1Br 6-bromo-1H-indole-5-carboxylic acid methyl ester